ClC1=C(C=C2CC(NC2=C1)=O)OCCOCCNC 6-chloro-5-[2-[2-(methylamino)ethoxy]ethoxy]indolin-2-one